4-amino-7-cyclopropyl-1-(o-tolyl)pyrido[2,3-d]pyrimidin-2(1H)-one NC=1C2=C(N(C(N1)=O)C1=C(C=CC=C1)C)N=C(C=C2)C2CC2